FC1=C(C=C(\C=C(/C(=O)OC)\C(C)=O)C=C1)C(F)(F)F Methyl (Z)-2-(4-fluoro-3-(trifluoromethyl)benzylidene)-3-oxobutanoate